2-[(2-piperidine-4-ylethyl)amino]-N-(2-pyridine-4-ylethyl)-2-(3,4,5-trimethoxyphenyl)acetamid N1CCC(CC1)CCNC(C(=O)NCCC1=CC=NC=C1)C1=CC(=C(C(=C1)OC)OC)OC